(S)-Dimethyl 5-(3-(6-(((benzyloxy)carbonyl)-amino)-1-(tert-butoxy)-1-oxohexan-2-yl)ureido)isophthalate C(C1=CC=CC=C1)OC(=O)NCCCC[C@@H](C(=O)OC(C)(C)C)NC(NC=1C=C(C=C(C(=O)OC)C1)C(=O)OC)=O